imidazole compound with carbon [C].N1C=NC=C1